CN(CC1=CC=CC=C1)CCOCCOCCOCCNC(OC(C)(C)C)=O tert-butyl N-(2-methyl-1-phenyl-5,8,11-trioxa-2-azatridecan-13-yl)carbamate